tert-butyl (E)-2-((1-methylcyclopropane-1-carboxamido)methyl)-6-styryl-1H-indole-1-carboxylate CC1(CC1)C(=O)NCC=1N(C2=CC(=CC=C2C1)\C=C\C1=CC=CC=C1)C(=O)OC(C)(C)C